4-(ethoxycarbonyl)-1-(4-methoxybenzyl)-1H-1,2,3-triazole-5-carboxylic acid C(C)OC(=O)C=1N=NN(C1C(=O)O)CC1=CC=C(C=C1)OC